tri-tert-butyl (5S,12S,16S)-1-(9H-fluoren-9-yl)-3,6,14-trioxo-5-(3-phenylpropyl)-2-oxa-4,7,13,15-tetraazaoctadecane-12,16,18-tricarboxylate C1=CC=CC=2C3=CC=CC=C3C(C12)COC(N[C@H](C(NCCCC[C@H](NC(N[C@@H](CCC(=O)OC(C)(C)C)C(=O)OC(C)(C)C)=O)C(=O)OC(C)(C)C)=O)CCCC1=CC=CC=C1)=O